[Si](C1=CC=CC=C1)(C1=CC=CC=C1)(C(C)(C)C)OCC[C@H](CCC)NC=1C2=C(N=C(N1)NC(=O)OC)C(=NN2CC2=C(C=CC(=N2)C(=O)OC)OC)I methyl (S)-6-((7-((1-((tert-butyldiphenylsilyl)oxy)hexan-3-yl)amino)-3-iodo-5-((methoxycarbonyl)amino)-1H-pyrazolo[4,3-d]pyrimidin-1-yl)methyl)-5-methoxypicolinate